methyl 4-bromo-5-fluoro-7-nitrobenzo[b]thiophene-2-carboxylate BrC1=C(C=C(C=2SC(=CC21)C(=O)OC)[N+](=O)[O-])F